SCCC(=O)O.SCCC(=O)O.SCCC(=O)O.C(O)C(CC)(CO)CO trimethylol-propane tri(3-mercapto-propionate)